2-FLUORONAPHTHALENE-3-BORONIC ACID FC1=CC2=CC=CC=C2C=C1B(O)O